ClC1=C(C(C(C2=C3CCCC(C3=CC=C12)(C)C)=O)=O)[C@H](COC)C (R)-1-chloro-2-(1-methoxypropan-2-yl)-8,8-dimethyl-5,6,7,8-tetrahydrophenanthrene-3,4-dione